C(C)(C)(C)OC(=O)N1[C@@H]2CN([C@H](C1)C2)C=2C=CC=1N=CN=C(C1N2)NC2=CC(=C(C=C2)Cl)OCC2CC2.C(#N)CCN(C=O)CCC#N N,N-bis(2-cyanoethyl)formamide tert-butyl-(1S,4S)-5-[4-[4-chloro-3-(cyclopropylmethoxy)anilino]pyrido[3,2-d]pyrimidin-6-yl]-2,5-diazabicyclo[2.2.1]heptane-2-carboxylate